C(=CC=CC=CC=CC=CC=CCCCCCCCCCC)NCCCC(=O)O N-docosahexaenyl-γ-aminobutyric acid